CN(C(CCl)=O)C=1C(=C(C(=C(C(=O)NCC(CO)O)C1I)I)C(=O)NCC(CO)O)I 5-(N-methyl-2-chloroacetamido)-2,4,6-triiodo-N,N'-bis(2,3-dihydroxypropyl)-isophthalamide